C1(CCC1)CN[C@H]1[C@@H](C1)C=1C=C(SC1C)C(=O)NC=1C=NN(C1)C 4-((1S,2R)-2-((cyclobutylmethyl)-amino)cyclopropyl)-5-methyl-N-(1-methyl-1H-pyrazol-4-yl)thiophene-2-carboxamide